C(CCCCCCCCCCCCCCCCCCCCC)(=O)O Docosanoic acid